C=C1CN(C1)C(=O)OCCCC butyl 3-methylideneazetidine-1-carboxylate